CC1=CC(=CC(=C1C2=C(C3=C(C=C2N)OC4=CC(=O)C=C(C4=N3)C)C)O)O The molecule is a member of the class of phenoxazines that is 1,9-dimethyl-3H-phenoxazin-3-one carrying additional amino and 2,4-dihydroxy-6-methylphenyl substituents at positions 7 and 8 respectively. A component of orcein, a mixture of dyes isolated from lichens. It has a role as a plant metabolite, a food colouring and a histological dye. It is a phenoxazine, a member of resorcinols, an aromatic amine and a cyclic ketone.